CN1OCCC1=O 2-methyl-3-oxoisoxazolidin